ClC1=C(C=C(C=C1)C=1C=C2C(=NC1)N(C(N2CC=2N=NC=CC2)=O)C)C(F)(F)F 6-[4-chloro-3-(trifluoromethyl)phenyl]-3-methyl-1-(pyridazin-3-ylmethyl)imidazo[4,5-b]pyridin-2-one